FC=1C(=NC(=NC1)COC)NC=1C2=C(N(N1)C(=O)OCC)C(N(C2)C(=O)OC(C)(C)C)(C)C 5-Tert-Butyl 1-Ethyl 3-{[5-fluoro-2-(methoxymethyl)pyrimidin-4-yl]amino}-6,6-dimethyl-4,6-dihydropyrrolo[3,4-c]pyrazole-1,5-dicarboxylate